C1(=CC=CC=C1)C1(CC1)NCC(=O)N1CC2CCC(C1)N2C2=NC=C(C#N)C=C2 6-(3-((1-phenylcyclopropyl)glycyl)-3,8-diazabicyclo[3.2.1]octan-8-yl)nicotinonitrile